C(C)(C)(C)OC(=O)NCC1=CC=C(C=C1)NC(=O)C1=CC2=C(OCCC3=C2SC=C3)C=C1C=1C(=NC(=CC1)C(NCC1CC1)=O)C(=O)OC methyl 3-(9-((4-(((tert-butoxycarbonyl)amino)methyl)phenyl)carbamoyl)-4,5-dihydrobenzo[b]thieno[2,3-d]oxepin-8-yl)-6-((cyclopropylmethyl)carbamoyl)picolinate